(2,6-dichloro-4-pyridinyl)-tetrahydropyran-4-yl-methanone ClC1=NC(=CC(=C1)C(=O)C1CCOCC1)Cl